CC1=CC=C(N=N1)OC=1C=CC=2N(C1)N=CC2C2=CC=C(C(=N2)C=2C(=NN(C2)CC(F)(F)F)C)C(C)=O 1-[6-[6-(6-methylpyridazin-3-yl)oxypyrazolo[1,5-a]pyridin-3-yl]-2-[3-methyl-1-(2,2,2-trifluoroethyl)pyrazol-4-yl]-3-pyridyl]ethanone